C1(CC1)C=1NC(=NN1)C1CC2(CN(C2)C(=O)N2CC3(C2)CCN(CC3)S(=O)(=O)C32CC(C3)(C2)C(F)(F)F)C1 [6-(5-cyclopropyl-4H-1,2,4-triazol-3-yl)-2-azaspiro[3.3]heptan-2-yl]-[7-[[3-(trifluoromethyl)-1-bicyclo[1.1.1]pentanyl]sulfonyl]-2,7-diazaspiro[3.5]nonan-2-yl]methanone